NCC(=O)NCC1=C2C(=NC=3C=C(C(=CC13)C)F)C1=CC3=C(C(N1C2)=O)COC([C@]3(O)CC)=O (S)-2-amino-N-((4-ethyl-8-fluoro-4-hydroxy-9-methyl-3,14-dioxo-3,4,12,14-tetrahydro-1H-pyrano[3',4':6,7]indolizino[1,2-B]quinolin-11-yl)methyl)acetamide